1-(4-(3-((8-chloro-[1,2,4]triazolo[4,3-a]quinazolin-5-yl)(methyl)amino)phenyl)-3,6-dihydropyridin-1(2H)-yl)-2,2-dimethylpropan-1-one ClC1=CC=C2C(=NC=3N(C2=C1)C=NN3)N(C=3C=C(C=CC3)C=3CCN(CC3)C(C(C)(C)C)=O)C